C(C)OC(=O)C1=NN([C@](C1)(C(=O)OCC)C)C1=C(C=C(C=C1)Cl)Cl.C(#N)N[C@@H]1[C@H](CCC1)C(=O)NC=1SC(=CN1)C1CCCCC1 |&1:8| (1s,2s)-2-(cyanoamino)-N-(5-cyclohexyl-1,3-thiazol-2-yl)cyclopentane-1-carboxamide diethyl-(RS)-1-(2,4-dichlorophenyl)-5-methyl-2-pyrazoline-3,5-dicarboxylate